ClC1=CC=C(C(=N1)C=1N=NN(N1)C([2H])([2H])[2H])N[C@](C)([2H])C=1C=C(C=C2C(N(C=3N(C12)C=NC3C=3C=NC(=NC3)CO)C([2H])([2H])[2H])=O)C (s)-9-(1-((6-chloro-2-(2-(methyl-d3)-2H-tetrazol-5-yl)pyridin-3-yl)amino)ethyl-1-d)-3-(2-(hydroxymethyl)pyrimidin-5-yl)-7-methyl-4-(methyl-d3)imidazo[1,5-a]quinazolin-5(4H)-one